BrC1=CC(=C(C=C1)N[C@@H]1CC[C@H](CC1)O)[N+](=O)[O-] Trans-(1r,4r)-4-((4-bromo-2-nitrophenyl)amino)cyclohexanol